dicyclohexyl-dibutoxysilane C1(CCCCC1)[Si](OCCCC)(OCCCC)C1CCCCC1